(S)-1-[(S)-1-[(3-{(3-Azabicyclo[3.1.0]hex-3-yl)methyl}-1,5-dioxa-9-aza-9-spiro[5.5]undecyl)carbonyl]-3-methylbutyl]-3-isobutyl-2-piperazinone C12CN(CC2C1)CC1COC2(OC1)CCN(CC2)C(=O)[C@H](CC(C)C)N2C([C@@H](NCC2)CC(C)C)=O